C(C)(C)(C)OC(=O)N1CC2(CC2C1)B1OC(C(O1)(C)C)(C)C Tert-butyl-1-(4,4,5,5-tetramethyl-1,3,2-dioxaborolan-2-yl)-3-azabicyclo[3.1.0]hexane-3-carboxylate